OCCNS(=O)(=O)C1=CC=C(C=C1)C=1N=NNN1 N-(2-hydroxyethyl)-4-(2H-tetrazol-5-yl)benzenesulfonamide